NC=1N=C(C2=C(N1)C(N(C2=O)C)CC2=C(C=C(C=C2)F)F)C=2OC=CC2 2-amino-7-((2,4-difluorophenyl)methyl)-4-(furan-2-yl)-6-methyl-5H,6H,7H-pyrrolo[3,4-d]pyrimidin-5-one